(6-(4-fluoro-1H-pyrazol-1-yl)pyridin-2-yl)-3,6-diazabicyclo[3.1.1]heptane FC=1C=NN(C1)C1=CC=CC(=N1)C12CNCC(N1)C2